(1-(1,1'-biphenyl-4-yl)-9H-carbazol-9-yl)-4,6-diphenyl-1,3,5-triazine C1(=CC=C(C=C1)C1=CC=CC=2C3=CC=CC=C3N(C12)C1=NC(=NC(=N1)C1=CC=CC=C1)C1=CC=CC=C1)C1=CC=CC=C1